6-(2,4,6-trifluorophenyl)-[1,2,4]triazolo[1,5-a]pyrimidine FC1=C(C(=CC(=C1)F)F)C=1C=NC=2N(C1)N=CN2